COC1=C(CNC2=C3N=CN(C3=NC=N2)[C@H]2[C@@H](O)[C@H](O)[C@H](O2)CO)OC=C1OC 6-(3,4-Dimethoxyfurfurylamino)-9-β-D-arabinofuranosylpurin